1,5-Dimethyl-4-bromo-3-trifluoromethyl-1H-pyrazole CN1N=C(C(=C1C)Br)C(F)(F)F